COC=1C2=C(N=C(N1)NC1CCC(CC1)C(=O)N(C)C)NC=C2C=2C=CC1=C(N(N=N1)C)C2 4-((4-methoxy-5-(1-methyl-1H-benzo[d][1,2,3]triazol-6-yl)-7H-pyrrolo[2,3-d]pyrimidin-2-yl)amino)-N,N-dimethylcyclohexane-1-carboxamide